C(CCCCCCCCC\C=C\CCCCCC)(=O)N vaccenic amide